2-[4-(2-chloro-4-fluoro-phenyl)-2-oxo-chromen-7-yl]oxy-N-ethyl-propionamide tert-butyl-(6-(methylthio)spiro[3.3]heptan-2-yl)carbamate C(C)(C)(C)N(C(O)=O)C1CC2(C1)CC(C2)SC.ClC2=C(C=CC(=C2)F)C2=CC(OC1=CC(=CC=C21)OC(C(=O)NCC)C)=O